C1(CC1)C1=NN(C=N1)C1CC2(CN(C2)C(=O)N2CC(C2)OC=2C=C(C=CC2)CC(C(=O)[O-])(C)C)C1 3-[3-[1-[6-(3-cyclopropyl-1,2,4-triazol-1-yl)-2-azaspiro[3.3]heptane-2-carbonyl] azetidin-3-yl] oxyphenyl]-2,2-dimethylpropionate